C(C)(C)(C)OC(=O)N[C@@H](CC(=O)OC(C)(C)C)CN1CC(CCC1)(F)F tert-butyl (S)-3-((tert-butoxycarbonyl)amino)-4-(3,3-difluoropiperidin-1-yl)butanoate